FC(C1=C(C=CC=C1)S(=O)(=O)NO)(F)F 2-(Trifluoromethyl)-N-hydroxybenzenesulfonamide